C(C)OC1=CC=C2C=CC(=CC2=C1NC(C=C)=O)C1=CC=CC(=N1)C(=O)NC1CCN(CC1)C 6-[7-ethoxy-8-(prop-2-enamido)naphthalen-2-yl]-N-(1-methylpiperidin-4-yl)pyridine-2-carboxamide